ClC1=CC=C(C=C1)C=1C=C(C(N(N1)C=1C=NN(C1)C)=O)C(=O)N[C@@H]1CCC2=NC=CC=C21 (R)-6-(4-chlorophenyl)-N-(6,7-dihydro-5H-cyclopenta[b]pyridin-5-yl)-2-(1-methyl-1H-pyrazol-4-yl)-3-oxo-2,3-dihydropyridazine-4-carboxamide